F[P-](F)(F)(F)(F)F.C(C)OC(C)C1=NC=CN1C 1-ethoxyethyl-3-methylimidazole hexafluorophosphate